dimethyl 2,5-bis-(2-hydroxypropyl sulfanyl)-terephthalate OC(CSC1=C(C(=O)OC)C=C(C(=C1)C(=O)OC)SCC(C)O)C